pyridinium hydrochloride salt Cl.[NH+]1=CC=CC=C1